2,6-dimethoxy-benzamide COC1=C(C(=O)N)C(=CC=C1)OC